C(C)(C)NC(OCC(COC=1C=2N(N=C(C1)C=1C(NC(NC1)=O)=O)C=CN2)(F)F)=O 3-((6-(2,4-dioxo-1,2,3,4-tetrahydropyrimidin-5-yl)imidazo[1,2-b]pyridazin-8-yl)oxy)-2,2-difluoropropyl isopropylcarbamate